FC1([C@@H](CN(C1)C)NC1=NN2C(C(=N1)OC)=C(C(=C2)F)C=2C=CC1=C(N(N=N1)C(CF)CF)C2)F (R)-N-(4,4-difluoro-1-methylpyrrolidin-3-yl)-5-(1-(1,3-difluoropropan-2-yl)-1H-benzo[d][1,2,3]triazol-6-yl)-6-fluoro-4-methoxypyrrolo[2,1-f][1,2,4]triazin-2-amine